(1S)-4-phenylindan-1-ol C1(=CC=CC=C1)C1=C2CC[C@@H](C2=CC=C1)O